2-benzyloxy-4-bromo-5-fluoro-benzene C(C1=CC=CC=C1)OC1=CC=C(C(=C1)Br)F